(S)-2-(3-fluoropyrrolidin-1-yl)-4-phenyl-3-(3-phenyl-1H-1,2,4-triazol-5-yl)pyridine F[C@@H]1CN(CC1)C1=NC=CC(=C1C1=NC(=NN1)C1=CC=CC=C1)C1=CC=CC=C1